3-((1-(2-(isoindolin-2-yl)-3,7-dimethyl-4-oxo-4H-pyrido[1,2-a]pyrimidin-9-yl)ethyl)amino)-6-(trifluoromethyl)picolinic acid C1N(CC2=CC=CC=C12)C=1N=C2N(C(C1C)=O)C=C(C=C2C(C)NC=2C(=NC(=CC2)C(F)(F)F)C(=O)O)C